C(C\C=C\CC)O (E)-hex-3-en-1-ol